4-(5-(5-fluoro-2-methoxypyridin-4-yl)-1H-pyrazole-3-carbonyl)-N-((3-(trifluoromethyl)pyrazin-2-yl)methyl)-4-azaspiro[2.5]octane-7-carboxamide FC=1C(=CC(=NC1)OC)C1=CC(=NN1)C(=O)N1C2(CC2)CC(CC1)C(=O)NCC1=NC=CN=C1C(F)(F)F